methyl 4-{[6-(2,2-difluoroethoxy)-1-(1-formylpiperidin-4-yl)-2,4-dioxo-1,4-dihydroquinazolin-3(2H)-yl]methyl}benzoate FC(COC=1C=C2C(N(C(N(C2=CC1)C1CCN(CC1)C=O)=O)CC1=CC=C(C(=O)OC)C=C1)=O)F